1-(tert-butyl) 2-methyl (2S,3S,4R)-3-([1,1'-biphenyl]-4-ylmethoxy)-4-carbamoylpyrrolidine-1,2-dicarboxylate C1(=CC=C(C=C1)CO[C@@H]1[C@H](N(C[C@H]1C(N)=O)C(=O)OC(C)(C)C)C(=O)OC)C1=CC=CC=C1